CC=1N=CC(=NC1)CC(=O)NC1=NNC(=C1)[C@@H]1C[C@@H](CC1)OC(=O)N1[C@H](C[C@@H]1C)C.C(#N)[Se]C1=CC=CC2=CC3=CC=CC=C3C=C12 cyanoselenoanthracene (1R,3S)-3-(3-{[(5-meth-ylpyrazin-2-yl)acetyl]-amino}-1H-pyrazol-5-yl)-cyclopentyl-(2S,4S)-2,4-dimethylazetidine-1-carboxylate